FC=1C=NC=C(C1N1C(N(C=2C=NC=3C=C(C(=CC3C21)C=2C(=NN(C2)C)F)OC)C)=O)OC 1-(3-Fluoro-5-methoxy-pyridin-4-yl)-7-methoxy-3-methyl-8-(3-fluoro-1-methyl-1H-pyrazol-4-yl)-1,3-dihydroimidazo[4,5-c]quinolin-2-one